N-(2-((1R,5S)-8-cyclopropyl-3,8-diazabicyclo[3.2.1]octan-3-yl)-5-((6-((R)-3-(3'-fluoro-[1,1'-biphenyl]-3-yl)isoxazolidin-2-yl)pyrimidin-4-yl)amino)-4-methoxyphenyl)acrylamide C1(CC1)N1[C@H]2CN(C[C@@H]1CC2)C2=C(C=C(C(=C2)OC)NC2=NC=NC(=C2)N2OCC[C@@H]2C=2C=C(C=CC2)C2=CC(=CC=C2)F)NC(C=C)=O